CC([C@@H](C1=NC=2C(=NC(=CC2N2CCOCC2)N2N=C(C=C2)C=2C=C(C=CC2)C)N1C)NC(C)=O)C (S)-N-(2-methyl-1-(3-methyl-7-morpholino-5-(3-(m-tolyl)-1H-pyrazol-1-yl)-3H-imidazo[4,5-b]pyridin-2-yl)propyl)acetamide